NCCC1=CNC2=C(C=C(C=C12)O)O 3-(2-aminoethyl)-1H-indole-5,7-diol